C(C)(C)(C)OC(=O)N1CCN(CC1)C1=NC=NC2=CC=C(C=C12)C=1C=NC(=C(C1)SC1=C(C=C(C=C1)C(=O)OCC)F)OC 4-(6-(5-((4-(ethoxycarbonyl)-2-fluorophenyl)sulfanyl)-6-methoxypyridin-3-yl)quinazolin-4-yl)piperazine-1-carboxylic acid tert-butyl ester